3-((6-(trifluoromethyl)pyridin-3-yl)oxy)cyclobutan-1-amine hydrochloride Cl.FC(C1=CC=C(C=N1)OC1CC(C1)N)(F)F